ClC1=C(C=C(C=C1)NC(COC)=O)N1C(=NC=C1)C1CC=CCC1 N-[4-chloro-3-[2-(3-cyclohexen-1-yl)-1H-imidazol-1-yl]phenyl]-2-methoxyacetamide